C(C1=CC=CC=C1)(=O)C1=C(C(=C2C=CC=CN12)N1C(C=CC=C1)=O)C1=CC=CC=C1 (3-benzoyl-2-phenylindolizin-1-yl)pyridin-2(1H)-one